C(C)(=O)OCCCC(C)(C1=CN=C(N1)C1=C(C=CC(=C1)OC=1C(=C2C=CNC2=CC1F)Br)F)C=1C=C(C=CC1)CCC(=O)OCC Ethyl 3-(3-(5-acetoxy-2-(2-(5-((4-bromo-6-fluoro-1H-indol-5-yl)oxy)-2-fluorophenyl)-1H-imidazol-5-yl)pentan-2-yl)phenyl)propanoate